NC=1N=C(C=2C(N1)=CN(N2)CC2=C(C=C(C=C2)N2CCN(CC2)C(CCCCNC(CCCCCCCCCCCCCCCCC)=O)C(F)(F)F)OC)NCCCC N-(5-(4-(4-((5-amino-7-(butylamino)-2H-pyrazolo[4,3-d]pyrimidin-2-yl)methyl)-3-methoxyphenyl)piperazin-1-yl)-6,6,6-trifluorohexyl)stearamide